NC=1C=2N(C3=CC(=CC=C3N1)C(N(C1COC3=C1C=CC(=C3)C(F)(F)F)C)=O)C=NC2C(=O)OCC Ethyl 4-amino-8-(methyl(6-(trifluoromethyl)-2,3-dihydrobenzofuran-3-yl)carbamoyl)imidazo[1,5-a]quinoxaline-3-carboxylate